4,10-dimethyl-6H,12H-5,11-methanodibenzo[b,f][1,5]diazocine-3,9-diamine CC1=C(C=CC2=C1N1CC3=C(N(C2)C1)C(=C(C=C3)N)C)N